(1R,5S)-N-methyl-N-[6-[4-(1H-pyrazol-4-yl)-1,3-benzothiazol-7-yl]-1,2,4-triazin-3-yl]-8-azabicyclo[3.2.1]octan-3-amine CN(C1C[C@H]2CC[C@@H](C1)N2)C=2N=NC(=CN2)C2=CC=C(C=1N=CSC12)C=1C=NNC1